4-[(3R)-3-(dimethoxymethyl)-pyrrolidin-1-yl]-2-formylbenzoic acid methyl ester COC(C1=C(C=C(C=C1)N1C[C@@H](CC1)C(OC)OC)C=O)=O